N1C=NC(=C1)C=1CCN(CC1)C 4-(1H-imidazol-4-yl)-1-methyl-1,2,3,6-tetrahydropyridine